NC(CC(=O)O)C(NC(COC(=O)C1CC1)CO)=O 3-amino-3-{[1-(cyclopropanecarbonyloxy)-3-hydroxyprop-2-yl]carbamoyl}propanoic acid